COC=1C=C(C=CC1)/C=C/C(=O)OC1=CC=C(C=C1)/C=N/C1=CC=C(C=C1)O (E)-4-((E)-(4-hydroxyphenylimino)methyl)-phenyl 3-(3-methoxyphenyl)acrylate